O1C(=CC=C1)[N-]C=1OC=CC1 furanyl-furylamide